NC=1N=C2N(N=C(C=C2)N2CCCCC2)C1C(=O)NC(C)C1=CC(=C2C=NNC2=C1OCC)Cl 2-Amino-N-(1-(4-chloro-7-ethoxy-1H-indazol-6-yl)ethyl)-6-(piperidin-1-yl)imidazo[1,2-b]pyridazine-3-carboxamide